BrC=1C=C2C=CC(=NC2=C(C1)I)Cl 6-Bromo-2-chloro-8-iodoquinoline